Trifluoromethanesulfonic acid anion FC(S(=O)(=O)[O-])(F)F